[Zr+4].C(C)[N-]C.C(C)[N-]C.C(C)[N-]C.C(C)[N-]C tetrakis(ethylmethylamide) zirconium(IV)